1-((2S,5R)-5-(4-chloro-6-((4-hydroxyphenyl)amino)pyrimidin-2-yl)-2-methylpiperidin-1-yl)ethan-1-one ClC1=NC(=NC(=C1)NC1=CC=C(C=C1)O)[C@@H]1CC[C@@H](N(C1)C(C)=O)C